4-[4-[(1-methyl-4-piperidyl)amino]-1-(2,2,2-trifluoroethyl)indol-6-yl]benzaldehyde CN1CCC(CC1)NC1=C2C=CN(C2=CC(=C1)C1=CC=C(C=O)C=C1)CC(F)(F)F